6-(5-bromo-1,3-benzoxazol-2-yl)pyridin-3-amine BrC=1C=CC2=C(N=C(O2)C2=CC=C(C=N2)N)C1